C1(=CC=CC=C1)S(=O)(=O)N1C=C(C=2C1=NC=CC2)C=2SC=C(N2)C=2C=C(C=CC2)[C@@](C)(O)C2=NC=CC=C2 (R,S)-1-(3-(2-(1-(Phenylsulfonyl)-1H-pyrrolo[2,3-b]pyridin-3-yl)thiazol-4-yl)phenyl)-1-(pyridin-2-yl)ethan-1-ol